3-((3-(1H-tetrazol-5-yl)-5-(2-(4-(trifluoromethyl)benzyl)-2H-indazol-5-yl)phenyl)amino)-4-hydroxycyclobut-3-ene-1,2-dione N1N=NN=C1C=1C=C(C=C(C1)C1=CC2=CN(N=C2C=C1)CC1=CC=C(C=C1)C(F)(F)F)NC=1C(C(C1O)=O)=O